CN(C)CC=1C=C(C=CC1C)C=1C=CC=C2C(=NC=NC12)N[C@H](CN1CCN(CC1)S(=O)(=O)C1=C(N=C(S1)NC(OC)=O)C)C methyl N-[5-({4-[(2S)-2-[(8-{3-[(dimethylamino)methyl]-4-methylphenyl}quinazolin-4-yl)amino]propyl]piperazin-1-yl}sulfonyl)-4-methyl-1,3-thiazol-2-yl]carbamate